1-(2-bromo-5-fluorophenyl)propan-2-amine BrC1=C(C=C(C=C1)F)CC(C)N